FC(OC=1C=C(C=C(C1)F)C1=CC=2N(CC3N(C2C=C1)CCC(C3)(O)C)S(=O)(=O)C3=CC(=CC=C3)C(F)(F)F)F 3-(3-(difluoromethoxy)-5-fluorophenyl)-8-methyl-5-((3-(trifluoromethyl)phenyl)sulfonyl)-6,6a,7,8,9,10-hexahydro-5H-pyrido[1,2-a]quinoxalin-8-ol